benzalpropyl ether C(C1=CC=CC=C1)=CCCOCCC=CC1=CC=CC=C1